C=1N=CN2C1C=CC(=C2)COC2=C(C=O)C=CC(=C2)OC 2-(imidazo[1,5-a]pyridin-6-ylmethoxy)-4-methoxybenzaldehyde